(2R)-2-(5-Chloro-2-methoxypyridin-4-yl)-1-(7-methyl-6-(2-methyl-2H-tetrazol-5-yl)-3,4-dihydro-1H-spiro[1,8-naphthyridine-2,3'-pyrrolidin]-1'-yl)propan-1-one ClC=1C(=CC(=NC1)OC)[C@H](C(=O)N1CC2(CC1)NC1=NC(=C(C=C1CC2)C=2N=NN(N2)C)C)C